ClC1=C(C=C(C=C1)OC)C1=C(C=CC(=C1)N)C1=CC=CC=C1 (2-chloro-5-methoxyphenyl)-[1,1'-biphenyl]-4-amine